ClC1=NC=CC(=C1F)C1=NN(C=C1C([2H])([2H])N(C(OC(C)(C)C)=O)C)C tert-butyl ((3-(2-chloro-3-fluoropyridin-4-yl)-1-methyl-1H-pyrazol-4-yl)methyl-d2)(methyl)carbamate